4-(2,2,4-Trimethyl-3H-chromen-4-yl)benzene-1,3-diol CC1(OC2=CC=CC=C2C(C1)(C)C1=C(C=C(C=C1)O)O)C